methyl 2-methylbenzoate CC1=C(C(=O)OC)C=CC=C1